C1(CC1)C1=CN=C(N=N1)N[C@@H]1C[C@H](CC1)NC1=CC=C(C=N1)N1C(N(CC1=O)C)=O 3-(6-(((1S,3S)-3-((6-Cyclopropyl-1,2,4-triazin-3-yl)amino)cyclopentyl)amino)pyridin-3-yl)-1-methylimidazolidine-2,4-dione